trans-4-(tert-butyl)cyclohexyl L-alaninate N[C@@H](C)C(=O)O[C@@H]1CC[C@H](CC1)C(C)(C)C